(E)-ethyl 2-((3-bromo-2-(cyanomethoxy) phenyl) diazenyl)-2-chloroacetate BrC=1C(=C(C=CC1)/N=N/C(C(=O)OCC)Cl)OCC#N